N-(1-cyclopropyl-2-oxo-1,2-dihydropyridin-3-yl)-2-(1-ethyl-2-oxabicyclo[2.1.1]hexan-4-yl)-7-isopropoxyimidazo[1,2-a]pyridine-6-carboxamide C1(CC1)N1C(C(=CC=C1)NC(=O)C=1C(=CC=2N(C1)C=C(N2)C21COC(C2)(C1)CC)OC(C)C)=O